iridium-boron [B].[Ir]